[OH-].N1C=NC=C1 imidazole hydroxide salt